C(#N)C=1C=C(C=CC1)C1=NC2=C(N1C(C(=O)O)CC(C)C)C=CC=C2 2-[2-(3-cyano-phenyl)-benzoimidazol-1-yl]-4-methyl-pentanoic acid